C(CCCCCCCCCCC)(=O)N[C@@H](CCC(=O)[O-])C(=O)[O-] N-Lauroyl-L-glutamate